(±)-6-Azaspiro[3.4]octan-1-yl (7-fluoro-6-(8-methyl-2,3-dihydro-1H-pyrido[2,3-b][1,4]oxazin-7-yl)isoquinolin-3-yl)carbamate FC1=C(C=C2C=C(N=CC2=C1)NC(OC1CCC12CNCC2)=O)C2=C(C1=C(OCCN1)N=C2)C